5-(dimethylamino)-6-({4-[imino(methyl)oxo-λ6-sulfanyl]phenyl}methyl)-7-methylimidazo[1,2-a]pyridine-8-carbonitrile CN(C1=C(C(=C(C=2N1C=CN2)C#N)C)CC2=CC=C(C=C2)S(=O)(C)=N)C